O=C1NC(CCC1N1C(C2=CC=CC(=C2C1=O)OCC(=O)O)=O)=O 2-((2-(2,6-dioxopiperidin-3-yl)-1,3-dioxoisoindolin-4-yl)oxy)Acetic acid